The molecule is a 4-oxo monocarboxylic acid that is succinic acid in which one of the carboxyl hydroxy groups is substituted by a 6-hydroxypyridin-3-yl group. It is a monohydroxypyridine, a 4-oxo monocarboxylic acid and an aromatic ketone. It derives from a succinic acid. It is a conjugate acid of a 4-(6-hydroxypyridin-3-yl)-4-oxobutyrate. C1=CC(=O)NC=C1C(=O)CCC(=O)O